methyl p-toluylcarbamate C1(=CC=C(C=C1)NC(OC)=O)C